4-bromo-2-(2,2-difluoroethoxy)-5-methoxy-benzaldehyde BrC1=CC(=C(C=O)C=C1OC)OCC(F)F